FC(OC=1C=C(CC2=CC(=NC=C2)N2N=NC3=C2CCCC3N)C=C(C1)F)F 1-(4-(3-(difluoromethoxy)-5-fluorobenzyl)pyridin-2-yl)-4,5,6,7-tetrahydro-1H-benzo[d][1,2,3]triazol-4-amine